N'-(5-bromo-6-chloro-3-cyclopropylpyridin-2-yl)-N-hydroxymethanimidamide BrC=1C=C(C(=NC1Cl)N=CNO)C1CC1